isopropylaluminum hydride C(C)(C)[AlH2]